C(#N)C=1C=CC(=NC1)C=1C=CC2=C(C=3CN(C(C3C=C2)=O)CC(C(=O)N)=C)C1 2-{[8-(5-cyanopyridin-2-yl)-3-oxo-1H,2H,3H-benzo[e]isoindol-2-yl]methyl}prop-2-enamide